OC=1C=C(C=CC1)C1=CC=C(C=C1)C(C)N1CCN(CC1)C1=CC=C(C(=O)NS(=O)(=O)C2=CC(=C(C=C2)NCCSC2=CC=CC=C2)[N+](=O)[O-])C=C1 4-[4-[1-[4-(3-hydroxyphenyl)phenyl]ethyl]piperazin-1-yl]-N-[3-nitro-4-(2-phenylsulfanylethylamino)phenyl]sulfonylbenzamide